3-(4-(4-methylpiperazin-1-ylprop-1-enyl)phenyl)-1H-1,2,4-triazole-3,5-diamine CN1CCN(CC1)CC=CC1=CC=C(C=C1)C1(NNC(=N1)N)N